ClC1=CC2=C(N=CC=C2NCC23OCCC(C2)(C3)COC=3C=CC=2N(C3)C=CN2)N1 2-Chloro-N-[[5-(imidazo[1,2-a]pyridin-6-yloxymethyl)-2-oxabicyclo[3.1.1]heptan-1-yl]methyl]-1H-pyrrolo[2,3-b]pyridin-4-amine